ClC1=CC=C(S1)CNC1=CC(=NN1C(C(C)(C)C)=O)C1CCN(CC1)C(=O)N(C)C 4-(5-[(5-chlorothiophen-2-yl)methyl]amino-1-(2,2-dimethylpropanoyl)-1H-pyrazol-3-yl)-N,N-dimethylpiperidine-1-carboxamide